C(C)S(=O)CCN1C(=NC=C1[N+](=O)[O-])C (2-(ethylsulfinyl)ethyl)-2-methyl-5-nitro-1H-imidazole